(furo[3,2-b]pyridin-2-yl)methanone O1C(=CC2=NC=CC=C21)C=O